(R)-3-(2-isopropylphenyl)-1-((5-methoxypyridin-2-yl)methyl)piperazine tert-butyl-(1-(5-(6-methoxypyrazolo[1,5-a]pyridin-4-yl)pyridin-2-yl)-4-methylpiperidin-4-yl)carbamate C(C)(C)(C)N(C(O)=O)C1(CCN(CC1)C1=NC=C(C=C1)C=1C=2N(C=C(C1)OC)N=CC2)C.C(C)(C)C2=C(C=CC=C2)[C@@H]2CN(CCN2)CC2=NC=C(C=C2)OC